O=C1N(C([C@@H]2[C@@H]3C=C[C@H]([C@H]12)C3)=O)C3=CC=C(C(=O)NC=1C=CC=C2C=CC=NC12)C=C3 |o1:4,5,8,9| rel-4-[(3aR,4S,7R,7aS)-1,3,3a,4,7,7a-Hexahydro-1,3-dioxo-4,7-methano-2H-isoindol-2-yl]-N-8-quinolinylbenzamide